2-benzyl-2-(((2R,3S,4R,5R)-5-(2-chloro-6-((tetrahydro-2H-pyran-4-yl)amino)-9H-purin-9-yl)-3-ethynyl-3,4-dihydroxytetrahydrofuran-2-yl)methoxy)malonic acid C(C1=CC=CC=C1)C(C(=O)O)(C(=O)O)OC[C@H]1O[C@H]([C@@H]([C@@]1(O)C#C)O)N1C2=NC(=NC(=C2N=C1)NC1CCOCC1)Cl